P(O)(O)O.C1=CC=CC=2C3=CC=CC=C3CCC12 9,10-dihydrophenanthrene phosphite